N-hydroxy-1H,2H,3H-benzo[b]pyrrolizine-9-carboximidamide ONC(=N)C=1C2=C(N3CCCC13)C=CC=C2